ClC=1C=C(CN2N=C3C4=C(CCC3=C2)OC(=C4C)C(=O)NCCCOC)C=CC1 2-(3-chlorobenzyl)-N-(3-methoxypropyl)-8-methyl-4,5-dihydro-2H-furo[2,3-g]indazole-7-carboxamide